CN1[C@H](CCC1)C(=O)O (2R)-1-methylpyrrolidine-2-carboxylic acid